BrC(C(=O)OC)C1=C(C=CC(=C1)Br)F methyl 2-bromo-2-(5-bromo-2-fluorophenyl)acetate